NC=1C=CC(=C(C(=O)NC)C1)CO 5-amino-2-(hydroxymethyl)-N-methylbenzamide